FC1(C(CC1)C1=CC=C(C=C1)C1=CC=CC=C1)F 4-(2,2-difluorocyclobutyl)-1,1'-biphenyl